C1(=CC=CC=C1)C([C@@H](C)N)CC (2R)-3-phenylpentan-2-amine